ClC=1C=C(C=CC1CC(C)C)C1=NC(=NO1)C1=CC=C(CN2CCC(CC2)(C(=O)O)CC2=C(C=CC=C2F)F)C=C1 1-{4-[5-(3-Chloro-4-isobutyl-phenyl)-[1,2,4]-oxadiazol-3-yl]-benzyl}-4-(2,6-difluoro-benzyl)-piperidine-4-carboxylic acid